6-bromo-7-hydrazino-2-methylpyrido[2,3-d]pyrimidin-4(3H)-one BrC1=CC2=C(N=C(NC2=O)C)N=C1NN